NC1=CC(N(N=C1C1=C(C=CC=C1)C(F)(F)F)C(C([2H])([2H])O)([2H])[2H])=O 5-amino-2-(2-hydroxyethyl-1,1,2,2-d4)-6-[2-(trifluoromethyl)phenyl]pyridazin-3(2H)-one